6-hydroxy-4-oxo-1,4-dihydroquinoline-3-carboxylic acid OC=1C=C2C(C(=CNC2=CC1)C(=O)O)=O